Dikalium pyrophosphat [O-]P([O-])(=O)OP(=O)(O)O.[K+].[K+]